7-((3-(3-methoxy-4-nitrophenyl)allyl)oxy)-8,8-dimethyl-7,8-dihydro-2H,6H-pyrano[3,2-g]chromen-2-one COC=1C=C(C=CC1[N+](=O)[O-])C=CCOC1CC=2C=C3C=CC(OC3=CC2OC1(C)C)=O